CC(C(=O)OC)(C)C1OCCC1 methyl 2-methyl-2-(tetrahydrofuran-2-yl)propanoate